anisaldehyde oxime C(C1=CC=C(C=C1)OC)=NO